CC1=C(C=CC=2N(C=NC21)C2N(C(OC1=C2C=CC=C1)(C)C)CC)C 4-(4,5-dimethyl-1H-benzo[d]imidazol-1-yl)-N-ethyl-2,2-dimethyl-2H-benzo[e][1,3]oxazin